FC1=C(C(=CC(=C1)C1=NC=2C=NC(=NC2N(C1=O)C(C)C)N[C@@H]1CNC[C@H](C1)F)C)NS(=O)(=O)CC1=CC=CC=C1 N-[2-Fluoro-4-[2-[[(3S,5S)-5-fluoro-3-piperidyl]amino]-8-isopropyl-7-oxo-pteridin-6-yl]-6-methyl-phenyl]-1-phenyl-methanesulfonamide